(2S)-2-amino-4-(2,3,4,5,6-pentafluorophenyl)butanoic acid N[C@H](C(=O)O)CCC1=C(C(=C(C(=C1F)F)F)F)F